C(CC)NC(=O)C1=CC=C(C=C1)S(=O)(=O)N 4-(n-propyl-carbamoyl)benzenesulfonamide